(3-(2-nitro-1-phenylethyl)-2-phenyl-1H-indol-7-yl)boronic acid [N+](=O)([O-])CC(C1=CC=CC=C1)C1=C(NC2=C(C=CC=C12)B(O)O)C1=CC=CC=C1